(1S,3S)-3-((2-bromo-6-(1-methyl-5-(((tetrahydro-2H-pyran-2-yl)oxy)methyl)-1H-1,2,3-triazol-4-yl)pyridin-3-yl)oxy)cyclohexane-1-carboxylic acid methyl ester COC(=O)[C@@H]1C[C@H](CCC1)OC=1C(=NC(=CC1)C=1N=NN(C1COC1OCCCC1)C)Br